2-butyl-aminoethanol C(CCC)CC(O)N